BrC=1C=CC2=C(N(C([C@H](CC2)NC(=O)C2=NC=CC(=C2)OC2=CC=CC=C2)=O)C)C1 (S)-N-(8-bromo-1-methyl-2-oxo-2,3,4,5-tetrahydro-1H-benzo[b]azepin-3-yl)-4-phenoxypyridine-2-carboxamide